N-[2-methoxy-5-(4-methylpiperazin-1-yl)phenyl]-7-[2-(3-methyl-1,2,4-oxadiazol-5-yl)phenyl]-7H-pyrrolo[2,3-d]pyrimidin-2-amine COC1=C(C=C(C=C1)N1CCN(CC1)C)NC=1N=CC2=C(N1)N(C=C2)C2=C(C=CC=C2)C2=NC(=NO2)C